(S*)-N5-cyclopropyl-N3-methyl-1-(1-phenylethyl)-1H-pyrazole-3,5-dicarboxamide C1(CC1)NC(=O)C1=CC(=NN1[C@@H](C)C1=CC=CC=C1)C(=O)NC |o1:11|